Cl.NCCCCN(CCCCCCS(=O)(=O)N(CCCCCC)CCCCCCCC)CCCCCCS(=O)(=O)N(CCCCCCCC)CCCCCC 6,6'-((4-aminobutyl)azanediyl)bis(N-hexyl-N-octylhexane-1-sulfonamide) hydrochloride